N-(2-hydroxy-1-{3-[4-(trifluoromethyl)phenyl]-1,2,4-oxadiazol-5-yl}ethyl)-1H-indole-2-carboxamide OCC(C1=NC(=NO1)C1=CC=C(C=C1)C(F)(F)F)NC(=O)C=1NC2=CC=CC=C2C1